N-(2-((4-fluorobenzyl)oxy)-4-(4,4,5,5-tetramethyl-1,3,2-dioxaborolan-2-yl)phenyl)ethanesulfonamide FC1=CC=C(COC2=C(C=CC(=C2)B2OC(C(O2)(C)C)(C)C)NS(=O)(=O)CC)C=C1